(S)-N-(1-((5-chloro-2-((4-(4-methylpiperazin-1-yl)phenyl)amino)pyrimidin-4-yl)methyl)-4-methylpiperidin-4-yl)-2,2-difluorocyclopropane-1-carboxamide ClC=1C(=NC(=NC1)NC1=CC=C(C=C1)N1CCN(CC1)C)CN1CCC(CC1)(C)NC(=O)[C@H]1C(C1)(F)F